CN1C(N(C2=C1N=NC=1C=CC(=CC21)C=2C=NC(=CC2)COCCN2CCCCC2)C2COC2)=O 3-methyl-1-(oxetan-3-yl)-8-(6-((2-(piperidin-1-yl)ethoxy)methyl)pyridin-3-yl)-1H-imidazo[4,5-c]cinnolin-2(3H)-one